CC(C)(C1=CC=CC=C1)NC(=O)C=1C=2C[C@@H]3[C@H](C2N(N1)C1=CC=C(C=C1)OC)C3 (1aR,5aR)-2-(4-Methoxyphenyl)-1a,2,5,5a-tetrahydro-1H-2,3-diaza-cyclopropa[a]pentalene-4-carboxylic acid (1-methyl-1-phenyl-ethyl)-amide